S1C2=C(C=C1)C(=CC=C2)N2CCN(CC2)CCCCOC2=CC=C1C=CC(N(C1=C2)C(=O)C2CCC2)=O 7-(4-(4-(benzo[b]thiophen-4-yl)piperazin-1-yl)butoxy)-1-(cyclobutanecarbonyl)quinolin-2(1H)-one